(6-(2-Chloro-6-cyclopropyl-7H-pyrrolo[2,3-d]pyrimidin-7-yl)pyridin-2-yl)iminodimethyl-λ6-sulfanone ClC=1N=CC2=C(N1)N(C(=C2)C2CC2)C2=CC=CC(=N2)N=S(=O)(C)C